2-(1-isobutyl-1H-benzo[d][1,2,3]triazol-5-yl)-4-methylbenzo[d]oxazole C(C(C)C)N1N=NC2=C1C=CC(=C2)C=2OC1=C(N2)C(=CC=C1)C